(1'-(4-chloro-6-methylpyrimidin-2-yl)-1',2'-dihydrospiro[cyclopropane-1,3'-pyrrolo[3,2-c]pyridin]-6'-yl)acetamide ClC1=NC(=NC(=C1)C)N1CC2(C=3C=NC(=CC31)CC(=O)N)CC2